NC(C(=O)N)C(=C)F 2-AMINO-3-FLUORo-BUT-3-ENAMIDE